2-[2-(3,4-difluoro-2-hydroxy-phenoxy)-5-fluoro-4-(trifluoromethyl)phenyl]-4-oxo-1H-1,6-naphthyridine-5-carboxamide bis-ammonium salt [NH4+].[NH4+].FC=1C(=C(OC2=C(C=C(C(=C2)C(F)(F)F)F)C=2NC=3C=CN=C(C3C(C2)=O)C(=O)[NH-])C=CC1F)O.FC=1C(=C(OC2=C(C=C(C(=C2)C(F)(F)F)F)C=2NC=3C=CN=C(C3C(C2)=O)C(=O)[NH-])C=CC1F)O